2-((2-chloro-3-(1-methyl-1H-pyrazol-3-yl)phenyl)mercapto)pyridine ClC1=C(C=CC=C1C1=NN(C=C1)C)SC1=NC=CC=C1